1-{imidazo[1,5-a]pyridine-6-carbonyl}pyrrolidine C=1N=CN2C1C=CC(=C2)C(=O)N2CCCC2